N,N-dimethyl-1-(2-dodecyloxy-5-ethyl-3-methoxyphenyl)methylamine CN(C)CC1=C(C(=CC(=C1)CC)OC)OCCCCCCCCCCCC